N-(3-(2-(4-chloro-3-(2-methoxyethoxy)phenylamino)-5-fluoropyrimidin-4-ylamino)phenyl)acrylamide ClC1=C(C=C(C=C1)NC1=NC=C(C(=N1)NC=1C=C(C=CC1)NC(C=C)=O)F)OCCOC